2-(2-(trifluoromethoxy)phenyl)pyrrolidine FC(OC1=C(C=CC=C1)C1NCCC1)(F)F